ClC1=C(C=C(C=C1OC)OC)N1C(N(C2=C(C1)C=NC1=C2C=CN1)C)=O 3-(2-chloro-3,5-dimethoxyphenyl)-1-methyl-1,3,4,7-tetrahydro-2H-pyrrolo[3',2':5,6]pyrido[4,3-d]pyrimidin-2-one